C(C)(C)(C)OC(=O)N(C1=CC(=NC=2N1N=CC2C(C)C)NC[C@@H]2[C@H](CN(CC2)C(=O)OC(C)(C)C)O)CC=2N=C1N(C=CC=C1)C2 tert-butyl (3R,4R)-4-(((7-((tert-butoxycarbonyl) (imidazo[1,2-a]pyridin-2-ylmethyl) amino)-3-isopropylpyrazolo[1,5-a]pyrimidin-5-yl) amino) methyl)-3-hydroxypiperidine-1-carboxylate